C(C)(C)(C)C1=C(C(N=NC=C1)=O)C(C)(C)C di-tert-butyl-diazepinone